5-chloro-N-[2,4-difluoro-3-([1H-pyrazolo[3,4-b]pyridin-5-yloxy]methyl)phenyl]-2-methoxypyridine-3-sulfonamide ClC=1C=C(C(=NC1)OC)S(=O)(=O)NC1=C(C(=C(C=C1)F)COC=1C=C2C(=NC1)NN=C2)F